C(N)(=O)[C@H]1N(CCCC1)CCCNC(OC(C)(C)C)=O tert-butyl {3-[(2S)-2-carbamoylpiperidin-1-yl]propyl}carbamate